5-AZACYTIDIN [C@@H]1([C@H](O)[C@H](O)[C@@H](CO)O1)N1C(=O)N=C(N)N=C1